C(C1=CC=CC=C1)OC=1C=2N(C=CC1)C=CN2 8-(benzyloxy)imidazo[1,2-a]pyridine